ClC1=C(C=CC(=C1)Cl)[C@]1(OC[C@H](O1)COC1=CC=C(C=C1)N1CCN(CC1)C1=CC=C(C=C1)NC(C1=CC(=CC=C1)O)=O)C N-(4-(4-(4-(((2S,4R)-2-(2,4-dichlorophenyl)-2-methyl-1,3-dioxolan-4-yl)methoxy)phenyl)piperazin-1-yl)phenyl)-3-hydroxybenzamide